ClC1=C(OC2=C(C(=O)N)C=CC=N2)C=CC(=C1)CC(=O)NC1=NN2C(C(=CC=C2)OC)=N1 2-(2-chloro-4-(2-((8-methoxy-[1,2,4]triazolo[1,5-a]pyridin-2-yl)amino)-2-oxoethyl)phenoxy)nicotinamide